N-(4-fluoro-2-iodophenyl)-2-(propan-2-yl)pyrimidine-5-carboxamide FC1=CC(=C(C=C1)NC(=O)C=1C=NC(=NC1)C(C)C)I